Br[C@H](C(=O)O)CCC(=O)OC (2S)-2-bromo-5-methoxy-5-oxo-pentanoic acid